O.O.C(C(=O)[O-])(=O)[O-].[Mn+2] manganese oxalate dihydrate